FC1(CN(CC1C(=O)N1CCN(CC1)C1=NC=C(C=N1)C(F)(F)F)C(=O)OC(C)(C)C)F tert-butyl 3,3-difluoro-4-[4-[5-(trifluoromethyl)pyrimidin-2-yl]piperazine-1-carbonyl]pyrrolidine-1-carboxylate